BrC1=CC=C(C=N1)[C@@H](C(F)(F)F)N(C(C(C)(C)C)=O)C (S)-N-(1-(6-Bromopyridin-3-yl)-2,2,2-trifluoroethyl)-N-methylpivalamide